C(C1=CC=CC=C1)NC(=O)C=1N(C(N2C1CN(CC2)C(C2=CC(=C(C=C2)Br)Cl)=O)=O)C=2C=CC1=C(N=C(O1)C)C2 N-benzyl-7-(4-bromo-3-chloro-benzoyl)-2-(2-methyl-1,3-benzoxazol-5-yl)-3-oxo-6,8-dihydro-5H-imidazo[1,5-a]pyrazine-1-carboxamide